furan-2-yl-(2-(pyrrolidin-1-yl)-4,5-dihydro-1H-imidazol-1-yl)methanone O1C(=CC=C1)C(=O)N1C(=NCC1)N1CCCC1